FC=1C=CC(=C(C1)C(C(=O)O)N1C=NC2=C(C1=O)N=C(C=C2)C2=CC=C(C=C2)C2CCN(CC2)C)OCOC 2-(5-Fluoro-2-(methoxymethoxy)-phenyl)-2-(6-(4-(1-methylpiperidin-4-yl)phenyl)-4-oxopyrido[3,2-d]-pyrimidin-3(4H)-yl)acetic acid